1-(4-((4-((3S,4S)-4-(3,4-dihydroisoquinolin-2(1H)-yl)-3-hydroxypiperidine-1-carbonyl)pyridin-2-yl)amino)-3,3-difluoropiperidin-1-yl)ethan-1-one C1N(CCC2=CC=CC=C12)[C@@H]1[C@H](CN(CC1)C(=O)C1=CC(=NC=C1)NC1C(CN(CC1)C(C)=O)(F)F)O